COC[C@@H]1NCCC1 (R)-2-(methoxymethyl)-pyrrolidine